FC(C(F)(F)F)(F)SSC1=CC=CC=C1 phenyl (perfluoroethyl) disulfide